COC1=CC=C(C=C1)CN(C1=CC(=CC(=N1)C1=C(C=C2C(=NC(=NC2=C1F)F)N1C[C@@H](N(CC1)C(=O)OC(C)(C)C)CC#N)Cl)C)CC1=CC=C(C=C1)OC tert-butyl (2S)-4-[7-[6-[bis[(4-methoxyphenyl)methyl]amino]-4-methyl-2-pyridyl]-6-chloro-2,8-difluoro-quinazolin-4-yl]-2-(cyanomethyl)piperazine-1-carboxylate